3-(5-(difluoromethyl)-1,3,4-thiadiazol-2-yl)-N-(1-methylcyclopropyl)-8-(4-(2,2,2-trifluoroethyl)piperazin-1-yl)imidazo[1,2-a]pyridine-6-sulfonamide FC(C1=NN=C(S1)C1=CN=C2N1C=C(C=C2N2CCN(CC2)CC(F)(F)F)S(=O)(=O)NC2(CC2)C)F